N-(4-(3-acetyl-4-hydroxyphenoxy)-3-fluorophenyl)-1-(4-fluorophenyl)-6-methyl-2-oxo-1,2-dihydropyridine-3-carboxamide C(C)(=O)C=1C=C(OC2=C(C=C(C=C2)NC(=O)C=2C(N(C(=CC2)C)C2=CC=C(C=C2)F)=O)F)C=CC1O